C(C)(C)(C)OC(=O)N1C[C@H](CC1)NC(=O)C1=C(OC2=C1C=C(C=C2)O)C tert-butyl-(S)-3-(5-hydroxy-2-methylbenzofuran-3-carboxamido)pyrrolidine-1-carboxylate